N1N=CC2=CC=C(C=C12)CN1CCC2(CC1)COC1=C3CN(C(C3=CC=C12)=O)C1C(NC(CC1)=O)=O 3-(1'-((1H-indazol-6-yl)methyl)-6-oxo-6,8-dihydro-2H,7H-spiro[furo[2,3-e]isoindole-3,4'-piperidin]-7-yl)piperidine-2,6-dione